C1(=CC=CC2=CC=CC=C12)CN1C(C=CC=C1)C#N 1-(naphthylmethyl)-2-cyanopyridine